C1(C=CC(N1CC(=O)ON1C(CCC1=O)=S)=O)=O N-[e-maleimidoacetoxy]thiosuccinimide